C(C)(C)(C)OC(=O)NCC(=O)OCC=C(C)C 3-Methylbut-2-en-1-yl 2-((tert-butoxycarbonyl)amino)acetate